C(C1=CC=CC=C1)N[C@@H]1C[C@H](CCC1=O)C(=O)N(C)C (1S,3R)-3-(benzylamino)-N,N-dimethyl-4-oxocyclohexane-1-carboxamide